7-[3-(difluoromethoxy)phenyl]-2-(5-methoxypyrimidin-2-yl)-6,8-dimethyl-pyrrolo[1,2-d][1,2,4]triazin-1-one FC(OC=1C=C(C=CC1)C=1C(=C2N(C=NN(C2=O)C2=NC=C(C=N2)OC)C1C)C)F